tert-butyl 1,4,7,10-tetraazacyclododecane-1,4,7-triacetate N1(CCN(CCN(CCNCC1)CC(=O)[O-])CC(=O)[O-])CC(=O)OC(C)(C)C